ClC1=C(C(=CC=C1F)Cl)C(C)OC=1C(=NC=C(C1)C1=CC=CC=C1)N 3-[1-(2,6-dichloro-3-fluoro-phenyl)-ethoxy]-5-phenyl-pyridin-2-ylamine